CC1OCCC1 2-methyltetra-hydrofuran